ClC1=NC=C(C(=N1)O[C@H]1[C@H](CCC1)O)C(F)(F)F |r| rac-(1S,2R)-2-((2-chloro-5-(trifluoromethyl)pyrimidin-4-yl)oxy)cyclopentanol